tert-butyl 2-(4,4,5,5-tetramethyl-1,3,2-dioxaborolan-2-yl)benzylmethylcarbamate CC1(OB(OC1(C)C)C1=C(CN(C(OC(C)(C)C)=O)C)C=CC=C1)C